5-bromo-6-methoxy-2-(piperidin-4-yl)-2H-indazole hydrochloride Cl.BrC1=CC2=CN(N=C2C=C1OC)C1CCNCC1